1-Propyl-8-[1-(4-trifluoromethyl-benzyl)-1H-pyrazol-4-yl]-1,7-dihydro-purin-6-one C(CC)N1C=NC=2N=C(NC2C1=O)C=1C=NN(C1)CC1=CC=C(C=C1)C(F)(F)F